4-(3-(6-fluoro-4-methylpyridin-3-yl)-7,8-dihydro-1,6-naphthyridin-6(5H)-yl)-2,6-dimethylquinazoline FC1=CC(=C(C=N1)C=1C=NC=2CCN(CC2C1)C1=NC(=NC2=CC=C(C=C12)C)C)C